fmoc-heptylenediamine C(=O)(OCC1C2=CC=CC=C2C2=CC=CC=C12)NCCCCCCCN